tert-butyl 2-formyl-1,9-diazatricyclo[6.3.1.04,12]dodeca-2,4,6,8(12)-tetraene-9-carboxylate C(=O)C=1N2CCN(C=3C=CC=C(C1)C23)C(=O)OC(C)(C)C